C(CCC)(C1=C(C(=CC(=C1)C)C(C)(C)C)O)C1=C(C(=CC(=C1)C)C(C)(C)C)O 2,2'-butylidene-bis(4-methyl-6-tert-butylphenol)